C(C)(C)(C)OC(=O)N1[C@@H]2C[C@@]2(C[C@H]1C(=O)O)C([2H])([2H])[2H] (1R,3S,5R)-2-(tert-butoxycarbonyl)-5-(methyl-d3)-2-azabicyclo[3.1.0]hexane-3-carboxylic acid